2-[[2-chloro-5-(1-methyl-pyrazol-3-yl)phenyl]methylamino]-5-(2-phenyl-ethyl)-4H-[1,2,4]triazolo[1,5-a]pyrimidin-7-one ClC1=C(C=C(C=C1)C1=NN(C=C1)C)CNC1=NN2C(NC(=CC2=O)CCC2=CC=CC=C2)=N1